OC(CCN1CCN(CC1)C1=CC=C(C=C1)OC)C=1C=C2CCN(C2=CC1)C(C)=O 1-(5-(1-hydroxy-3-(4-(4-methoxyphenyl)piperazin-1-yl)propyl)indolin-1-yl)ethan-1-one